5-(2,2-difluoroethoxy)nicotinamide FC(COC=1C=NC=C(C(=O)N)C1)F